(2R,5S)-2-formyl-5-methylpyrrolidine-1-carboxylic acid tert-butyl ester C(C)(C)(C)OC(=O)N1[C@H](CC[C@@H]1C)C=O